N-((3S,5R,8R,9S,10S,12R,13S,14S,17R)-12,14-dihydroxy-10,13-dimethyl-17-(5-oxo-2,5-dihydrofuran-3-yl)hexadecahydro-1H-cyclopenta[a]phenanthren-3-yl)morpholine-4-carboxamide O[C@H]1[C@@]2([C@H](CC[C@@]2([C@@H]2CC[C@@H]3C[C@H](CC[C@@]3([C@H]2C1)C)NC(=O)N1CCOCC1)O)C=1COC(C1)=O)C